6-(5-fluoro-2-morpholinopyrimidin-4-yl)pyrazine-2-carboxamide FC=1C(=NC(=NC1)N1CCOCC1)C1=CN=CC(=N1)C(=O)N